COC1=C(C(=NC=C1)CC1=CC=CC=C1)OC DimethoxybenzylPyridine